ONC(=O)C1=CC=C(C=C1)NC([C@H](CC1=CC=C(C=C1)OC)NC(\C=C\C1=CC=CC=C1)=O)=O (2S)-N-[4-(hydroxycarbamoyl)phenyl]-3-(4-methoxyphenyl)-2-[[(E)-3-phenylprop-2-enoyl]amino]propionamide